ethyl-toluene C(C)CC1=CC=CC=C1